BrC=1C=C(C=C(C1)NS(=O)(=O)C)NC(=O)C=1C=NN(C1)C1=C(C=CC=C1C)C#N N-(3-bromo-5-(methylsulfonamido)phenyl)-1-(2-cyano-6-methylphenyl)-1H-pyrazole-4-carboxamide